C(CC=C)B1OC(CN(CC(O1)=O)C)=O 2-(but-3-en-1-yl)-6-methyl-1,3,6,2-dioxazaborocane-4,8-dione